S1CCCC2=CC=CC(=C12)CC=1N=CNC1 4-(1-[thiochroman-8-yl]methyl)-1H-imidazole